(2-fluoro-pyridin-4-ylmethyl)-carbamic acid tert-butyl ester C(C)(C)(C)OC(NCC1=CC(=NC=C1)F)=O